2-amino-5-methylbenzenesulfonic acid NC1=C(C=C(C=C1)C)S(=O)(=O)O